(R)-4-((3-(2-oxa-6-azaspiro[3.3]heptane-6-carbonyl)piperidin-1-yl)sulfonyl)-N,N-diethylbenzenesulfonamide C1OCC12CN(C2)C(=O)[C@H]2CN(CCC2)S(=O)(=O)C2=CC=C(C=C2)S(=O)(=O)N(CC)CC